N-(3-chloro-4-fluorophenyl)-N'-hydroxy-4-((2-(methylsulfonylamino)ethyl)amino)-1,2,5-oxadiazol-3-carboxamidine ClC=1C=C(C=CC1F)NC(=NO)C1=NON=C1NCCNS(=O)(=O)C